2-(tert-butoxycarbonyl)-1,2,3,4-tetrahydroisoquinoline-3-carboxylic acid C(C)(C)(C)OC(=O)N1CC2=CC=CC=C2CC1C(=O)O